4-(6-(4-(Diethyl-amino)phenyl)hexatrienyl)Pyridinium Dibromide [Br-].[Br-].C(C)N(C1=CC=C(C=C1)C=CC=CC=CC1=CC=[NH+]C=C1)CC.C(C)N(CC)C1=CC=C(C=C1)C=CC=CC=CC1=CC=[NH+]C=C1